(S)-5-(allyloxy)-2-((S)-2-(aminomethyl)pyrrolidin-1-yl)-5-oxopentanoic acid trifluoroacetate salt FC(C(=O)O)(F)F.C(C=C)OC(CC[C@@H](C(=O)O)N1[C@@H](CCC1)CN)=O